1-(4-bromo-2-iodophenyl)cyclopropane-1-carbonitrile BrC1=CC(=C(C=C1)C1(CC1)C#N)I